(S)-N-(2,6-dioxopiperidin-3-yl)-6-fluoro-2H-spiro[benzofuran-3,4'-piperidine]-7-carboxamide O=C1NC(CC[C@@H]1NC(=O)C1=C(C=CC2=C1OCC21CCNCC1)F)=O